CC1=CC(=NO1)[C@@](C)(C#C)O (R)-2-(5-methylisoxazol-3-yl)but-3-yn-2-ol